(R)-3-(isoquinolin-4-yl)-1-(4-methyl-1H-imidazol-2-yl)-2-oxoimidazoline-4-carbonitrile C1=NC=C(C2=CC=CC=C12)N1C(N(C[C@@H]1C#N)C=1NC=C(N1)C)=O